C(C)(C)(C)[C@@H]1N(C(CC2=CC=C(C=C12)O)CNC(C1=CC(=C(C=C1)Cl)Cl)=O)C(=O)OC[C@H]1OC2(CCC2)CN(C1)CC1=CC=CC=C1 [(6S)-8-benzyl-5-oxa-8-azaspiro[3.5]nonan-6-yl]methanol tert-butyl-(S)-3-((3,4-dichlorobenzamido)methyl)-7-hydroxy-3,4-dihydroisoquinoline-2(1H)-carboxylate